O(C1=CC=CC=C1)C1=CC=C(OCCSC#N)C=C1 4-Phenoxy-phenoxyethyl thiocyanate